(E)-4,4,5,5-tetraethyl-2-(prop-1-en-yl)-1,3,2-dioxaborolane C(C)C1(OB(OC1(CC)CC)\C=C\C)CC